[N+](=O)([O-])C1=C(C=CC=C1)[C@]1(O)[C@H](O)[C@@H](O)[C@@H](O)[C@H](O1)CO o-nitrophenyl-β-galactose